4-(5-bromo-2-(prop-1-yn-1-yl)pyridin-3-yl)morpholine BrC=1C=C(C(=NC1)C#CC)N1CCOCC1